3-bromo-5-(3-chloro-4-fluorophenyl)-1-methylpyrrole BrC1=CN(C(=C1)C1=CC(=C(C=C1)F)Cl)C